CN1CC2=C(C=3C=CC=CC13)NCCCO2 7-methyl-1,2,3,4-tetrahydro-[1,4]oxazepino[2,3-c]quinolin